N,N',N''-tri(m-tolyl)-1,3,5-Triazine-2,4,6-triamine C1(=CC(=CC=C1)NC1=NC(=NC(=N1)NC=1C=C(C=CC1)C)NC=1C=C(C=CC1)C)C